4-bromo-6-isopropoxybenzo[b]thiophene-2-carboxylic acid BrC1=CC(=CC=2SC(=CC21)C(=O)O)OC(C)C